CN1N=CC(=C1)C=1C=C2C(=CC=NC2=CN1)NC1=CC=C(C=C1)NC(=O)C=1C(N(C=CC1)C1=CC=CC=C1)=O N-[4-[[6-(1-methylpyrazol-4-yl)-1,7-naphthyridin-4-yl]amino]phenyl]-2-oxo-1-phenyl-pyridine-3-carboxamide